C(C1=CC=CC=C1)OC=1N=NC=C(C1)OC 3-(benzyloxy)-5-methoxypyridazine